2,3-dihydro-1H-indene-2-carbonitrile C1C(CC2=CC=CC=C12)C#N